[N+](=O)([O-])C=1C=C(C)C=CC1[N+](=O)[O-] 3,4-dinitrotoluene